6-fluoro-5-((((1R,2S,4S)-2-fluoro-4-((pyrazolo[1,5-a]pyridin-7-ylmethyl)amino)cyclohexyl)amino)methyl)-1,3-dimethyl-1,3-dihydro-2H-imidazo[4,5-b]pyridin-2-one FC=1C=C2C(=NC1CN[C@H]1[C@H](C[C@H](CC1)NCC1=CC=CC=3N1N=CC3)F)N(C(N2C)=O)C